C(=O)(O)CCOC=1C=CC=C(C1)C=1C(SSC1)=S 5-carboxyethoxyphenyl-3H-1,2-dithiol-3-thione